2-(4-(4-(6-(2-aminopyridin-4-yl)quinazolin-4-yl)phenyl)piperazin-1-yl)ethan-1-ol NC1=NC=CC(=C1)C=1C=C2C(=NC=NC2=CC1)C1=CC=C(C=C1)N1CCN(CC1)CCO